ClC1=CC=C(C=C1)C=1C=C(C(N(N1)C=1C=NNC1)=O)C(=O)N[C@H](CO)C 6-(4-chlorophenyl)-N-[(2S)-1-hydroxypropan-2-yl]-3-oxo-2-(1H-pyrazol-4-yl)-2,3-dihydropyridazine-4-carboxamide